ClC1=CC=C(CN2C3(CN(C3)C=3N=CSC3)C(N(CC2=O)C(C)C)=O)C=C1 5-(4-chlorobenzyl)-8-isopropyl-2-(thiazol-4-yl)-2,5,8-triazaspiro[3.5]nonane-6,9-dione